C1(=CC=CC=C1)C(COC)(COC)C(C)CC 2-phenyl-2-sec-butyl-1,3-dimethoxypropane